BrC1=C(NC(C2=CC=CC=C12)=O)C1=CC=C(C=C1)Cl 4-bromo-3-(4-chlorophenyl)isoquinolin-1(2H)-one